tert-Butyl 2-(3-amino-2-phenyl-2H-indazol-6-yl)pyrrolidine-1-carboxylate NC=1N(N=C2C=C(C=CC12)C1N(CCC1)C(=O)OC(C)(C)C)C1=CC=CC=C1